3',6'-di(azetidin-1-yl)-2-diazo-3-oxo-2,3-dihydrospiro[indene-1,9'-xanthene]-6-carboxylic acid N1(CCC1)C=1C=CC=2C3(C4=CC=C(C=C4OC2C1)N1CCC1)C(C(C1=CC=C(C=C13)C(=O)O)=O)=[N+]=[N-]